COC(C1=C(C=CC(=C1)F)OC1=CC(=CC=C1)C1=CC=CC=C1)=O 2-(3-phenylphenoxy)-5-fluorobenzoic acid methyl ester